OCC=1N=NN(C1)C1=CC(=C(C=N1)C#N)C 6-(4-(hydroxymethyl)-1H-1,2,3-triazol-1-yl)-4-methylpyridine-3-carbonitrile